FC(C1=NNC2=CN=C(C=C21)CC2CC1(CN(C1)C(=O)N1C[C@@H]3[C@@H](OCC(N3)=O)CC1)C2)(F)F (4aR,8aS)-6-[6-[[3-(trifluoromethyl)-1H-pyrazolo[3,4-c]pyridin-5-yl]methyl]-2-azaspiro[3.3]heptane-2-carbonyl]-4,4a,5,7,8,8a-hexahydropyrido[4,3-b][1,4]oxazin-3-one